C1=CC=C2C(=C1)C(=CN2)CCCC(=O)O indole 3-butyrate